2-{[(3R,4S)-4-({2-[(4-Cyano-2-fluorophenoxy)methyl]pyrimidin-4-yl}oxy)-3-fluoropiperidin-1-yl]methyl}-1-{[(2S)-oxetan-2-yl]methyl}-1H-1,3-benzodiazole-6-carboxylic acid C(#N)C1=CC(=C(OCC2=NC=CC(=N2)O[C@@H]2[C@@H](CN(CC2)CC2=NC3=C(N2C[C@H]2OCC2)C=C(C=C3)C(=O)O)F)C=C1)F